(S)-1-(2-(dimethylamino)-2-carbonylethyl)-3-methoxy-N-(6-(5-methyl-6,7-dihydro-5H-pyrrolo[2,1-c][1,2,4]triazol-3-yl)pyridin-2-yl)-1H-pyrazole-4-carboxamide CN(C(CN1N=C(C(=C1)C(=O)NC1=NC(=CC=C1)C=1N2C(=NN1)CC[C@@H]2C)OC)=C=O)C